IC=1C=C(C=CC1I)O 3,4-diiodophenol